1-bromo-5-cyclopropoxy-4-iodo-2-methylbenzene BrC1=C(C=C(C(=C1)OC1CC1)I)C